3-((3-(5-bromo-2-nitrophenyl)-1H-pyrazol-1-yl)methyl)-5-isopropoxybenzonitrile BrC=1C=CC(=C(C1)C1=NN(C=C1)CC=1C=C(C#N)C=C(C1)OC(C)C)[N+](=O)[O-]